O1[C@@H](CC1)CN1N=CC=2C1=NC(=CN2)N2CC1(CN(C1)C1=CC(=NC=C1)C(F)(F)F)CC2 (S)-1-(oxetan-2-ylmethyl)-6-(2-(2-(trifluoromethyl)pyridin-4-yl)-2,6-diazaspiro[3.4]octan-6-yl)-1H-pyrazolo[3,4-b]pyrazine